(R)-1-(4-chlorophenyl)-2-(2,6-dibromophenoxy)ethanol ClC1=CC=C(C=C1)[C@H](COC1=C(C=CC=C1Br)Br)O